3-(5-(8-((4'-chloro-5,5-dimethyl-3,4,5,6-tetrahydro-[1,1'-biphenyl]-2-yl)methyl)-3,8-diazabicyclo[3.2.1]oct-3-yl)-1-oxoisoindolin-2-yl)piperidine-2,6-dione ClC1=CC=C(C=C1)C1=C(CCC(C1)(C)C)CN1C2CN(CC1CC2)C=2C=C1CN(C(C1=CC2)=O)C2C(NC(CC2)=O)=O